5,6-dihydropyrido[2,3-d]pyrimidine-4,7(3h,8h)-dione N1=CNC(C2=C1NC(CC2)=O)=O